(2S,4R)-1-[(2S)-2-(4-cyclopropyltriazol-1-yl)-3,3-dimethyl-butanoyl]-N-[2-[2,2-difluoroethyl(ethyl)amino]ethyl]-4-hydroxy-pyrrolidine-2-carboxamide C1(CC1)C=1N=NN(C1)[C@H](C(=O)N1[C@@H](C[C@H](C1)O)C(=O)NCCN(CC)CC(F)F)C(C)(C)C